BrC=1C=C2CC([C@H](C2=CC1)N)(C)C (R)-5-bromo-2,2-dimethyl-2,3-dihydro-1H-inden-1-amine